C(C)C1(COC1)CO 3-ethyloxetane-3-methanol